N(=[N+]=[N-])C1COC=2C1=NC=C(C2)Br 3-azido-6-bromo-2H,3H-furo[3,2-b]pyridine